N1N=C(C2=CC=CC=C12)C1CN(CC1)CCCC1=NOC(=N1)C(C)C 3-(3-(3-(1H-indazol-3-yl)pyrrolidin-1-yl)propyl)-5-isopropyl-1,2,4-oxadiazole